C(C)(C)C1(CC=C(N=C1)C(=O)N)C(=O)NC 5-isopropyl-N5-methylpyridine-2,5-dicarboxamide